(S)-2-aminopropionamide N[C@H](C(=O)N)C